C(#N)C1CCNCC1 4-cyano-piperidine